C(#N)C=1C(=CC2=C(N(C([C@H](CS2)NC(OC(C)(C)C)=O)=O)CC2=CC=C(C=C2)OC2=CC=CC=C2)C1)F tert-butyl N-[(3R)-7-cyano-8-fluoro-4-oxo-5-[(4-phenoxyphenyl)methyl]-2,3-dihydro-1,5-benzothiazepin-3-yl]carbamate